C1(CC1)\C(\C1=CC(=C(C=N1)C=1C=2N(C3=CC(=NC=C3C1)NC(=O)[C@@H]1[C@@H](C1)F)C=CN2)C)=N/O (1R,2R)-N-(4-(6-((E)-cyclopropyl(hydroxyimino)methyl)-4-methylpyridin-3-yl)imidazo[1,2-a][1,6]naphthyridin-8-yl)-2-fluorocyclopropane-1-carboxamide